ClC1=CC=C(C(=N1)N(S(=O)(=O)C)S(=O)(=O)C)O[C@H](C)C=1C=C(C=C2C(C(=C(OC12)C=1C=NN(C1)C)C)=O)C N-[6-Chloro-3-[(1R)-1-[3,6-dimethyl-2-(1-methylpyrazol-4-yl)-4-oxo-chromen-8-yl]ethoxy]-2-pyridyl]-N-methylsulfonyl-methanesulfonamide